3-(5,6-difluoro-1-oxo-4-(piperazin-1-yl)isoindolin-2-yl)piperidine-2,6-dione FC=1C(=C2CN(C(C2=CC1F)=O)C1C(NC(CC1)=O)=O)N1CCNCC1